CN1N=C2C(CN(C=3C(=CC=CC23)NC2=C(N=NC(=C2)NC2=NC=C(C=C2)F)C(=O)NC)C)=C1 4-((2,5-dimethyl-4,5-dihydro-2H-pyrazolo[4,3-c]quinolin-6-yl)amino)-6-((5-fluoropyridin-2-yl)amino)-N-methylpyridazine-3-carboxamide